N'-phenyl-2-pyridinecarbohydrazide C1(=CC=CC=C1)NNC(=O)C1=NC=CC=C1